6-(2-Phenylpropyl)-1,3,5-triazine-2,4(1H,3H)-dione C1(=CC=CC=C1)C(CC1=NC(NC(N1)=O)=O)C